C(#N)C=1C=C(C=C(C1N[C@@H](CSC1=CC=C(C=C1)F)CCN1CC(C1)C(F)F)F)S(=O)(=O)NC(=O)[C@@]1(OCCCC1)C (R)-N-((3-cyano-4-(((R)-4-(3-(difluoromethyl)azetidin-1-yl)-1-((4-fluorophenyl)thio)butan-2-yl)amino)-5-fluorophenyl)sulfonyl)-2-methyltetrahydro-2H-pyran-2-carboxamide